tert-butyl 3-((3-(2-(imino(pyrimidin-4-yl)methyl)hydrazine-1-carbonyl)tetrahydrofuran-3-yl)amino)benzoate N=C(NNC(=O)C1(COCC1)NC=1C=C(C(=O)OC(C)(C)C)C=CC1)C1=NC=NC=C1